C(CCCCCCC\C=C/C\C=C/CCCCC)(=O)OCC1=CC(=CC(=C1)CO)COC(CCC(OCCCCCCC(C(F)(F)F)(F)F)OCCCCCCC(C(F)(F)F)(F)F)=O 3-(((4,4-bis((7,7,8,8,8-pentafluorooctyl)oxy)butanoyl)oxy)methyl)-5-(hydroxymethyl)benzyl (9Z,12Z)-octadeca-9,12-dienoate